C(C)(C)N1C2=NC(=NC(=C2N=C1)N[C@@H]1CN([C@@H](C1)C)S(=O)(=O)C)N[C@@H](CO)C(C)C (R)-2-((9-isopropyl-6-(((3S,5R)-5-methyl-1-(methylsulfonyl)-pyrrolidin-3-yl)amino)-9H-purin-2-yl)amino)-3-methylbutan-1-ol